C12C3=CC=CC=C3C(C=C1)N2C(=O)OC(C)(C)C tert-Butyl 11-azatricyclo[6.2.1.02,7]undeca-2,4,6,9-tetraene-11-carboxylate